(3S,5S)-3-((2-((S)-Amino(4,4-difluorocyclohexyl)methyl)benzo[d]oxazol-5-yl)methyl)-5-(trifluoromethyl)pyrrolidin-2-one N[C@H](C=1OC2=C(N1)C=C(C=C2)C[C@@H]2C(N[C@@H](C2)C(F)(F)F)=O)C2CCC(CC2)(F)F